1-(4-dodecylphenyl)acetone C(CCCCCCCCCCC)C1=CC=C(C=C1)CC(=O)C